BrC1=C(C(=O)O)C=CC(=C1)N1CCN(CC1)CC=1COC(CC1C1=CC=C(C=C1)Cl)(C)C 2-bromo-4-(4-[[4-(4-chlorophenyl)-6,6-dimethyl-2,5-dihydropyran-3-yl]methyl]piperazin-1-yl)benzoic acid